C1(=CC=C(C=C1)N1C=2N(C[C@@H](C1)CNC(C=C)=O)N=CC2)C2=CC=CC=C2 |o1:10| (R)- or (S)-N-((4-([1,1'-biphenyl]-4-yl)-4,5,6,7-tetrahydropyrazolo[1,5-a]pyrimidin-6-yl)methyl)acrylamide